amino-1,4-benzenedicarboxylic acid NC1=C(C=CC(=C1)C(=O)O)C(=O)O